FC=1C=C(C=C(C1)C(F)(F)F)[C@@H]1[C@@H](N(C(O1)=O)C(=O)NCC1=C2N=CC=NC2=CC=C1)C (4S,5R)-5-[3-fluoro-5-(trifluoromethyl)phenyl]-4-methyl-2-oxo-N-(quinoxalin-5-ylmethyl)-1,3-oxazolidine-3-carboxamide